ClC1=C(C=NN(C1=O)C)N[C@@H]1C[C@@H](CN(C1)C)C1=CC=C(C(=O)N2CCC(CC2)OC2=CC(=C(C=C2)C2C(NC(CC2)=O)=O)F)C=C1 3-[4-[[1-[4-[(3R,5R)-5-[(5-chloro-1-methyl-6-oxo-pyridazin-4-yl)amino]-1-methyl-3-piperidyl]benzoyl]-4-piperidyl]oxy]-2-fluoro-phenyl]piperidine-2,6-dione